FC=1C=C(C=NC1)N1CC2(C1)CC(C2)OC2=CC(=C1C(=N2)C(=CS1)C(=O)NC)C(F)(F)F 5-((2-(5-fluoropyridin-3-yl)-2-azaspiro[3.3]hept-6-yl)oxy)-N-methyl-7-(trifluoromethyl)thieno[3,2-b]pyridine-3-carboxamide